1-(1-(3-fluoropropanoyl)piperidin-4-yl)-3-(4-(trifluoromethoxy)phenyl)urea FCCC(=O)N1CCC(CC1)NC(=O)NC1=CC=C(C=C1)OC(F)(F)F